CC=1C(NC(N([C@H]2C[C@H](O)[C@@H](COC(C3=CC=CC=C3)(C3=CC=C(C=C3)OC)C3=CC=C(C=C3)OC)O2)C1)=O)=O 5-methyl-5'-O-[bis(4-methoxyphenyl)phenylmethyl]-deoxyuridine